FC1=CC=C(CN2C=3N(C4=C(C2=O)CN(CC4)C(=O)OCC4=CC=CC=C4)CCCN3)C=C1 benzyl 6-(4-fluorobenzyl)-5-oxo-1,5,6,8,9,10-hexahydropyrido[3,4-e]pyrimido[1,2-a]pyrimidine-3(4H)-carboxylate